FC=1C(=NC=CC1C)[C@@H](CCOC)N1C[C@@H](N([C@@H](C1)C)C(C(C)C)=O)C(=O)NCC1=CC=C(C=C1)N1N=CC=N1 (2R,6R)-4-[(1R)-1-(3-fluoro-4-methylpyridin-2-yl)-3-methoxypropyl]-6-methyl-1-(2-methylpropanoyl)-N-{[4-(2H-1,2,3-triazol-2-yl)phenyl]methyl}piperazine-2-carboxamide